Benzyl {(1R,3S,4R)-3-[(tert-butoxycarbonyl)(methyl)amino]-4-methoxycyclopentyl}carbamate C(C)(C)(C)OC(=O)N([C@H]1C[C@H](C[C@H]1OC)NC(OCC1=CC=CC=C1)=O)C